FC(C1=CC=CC(=N1)CNC(=O)[C@@H]1CC12CCN(CC2)C(=O)OC(C(F)(F)F)C(F)(F)F)(F)F |r| 1,1,1,3,3,3-hexafluoropropan-2-yl (±)-1-(((6-(trifluoromethyl)pyridin-2-yl)methyl)carbamoyl)-6-azaspiro[2.5]octane-6-carboxylate